2-amino-3-cyano-4-(2-thienyl)-6-methyl-4H-pyran-5-carboxylic acid methyl ester COC(=O)C=1C(C(=C(OC1C)N)C#N)C=1SC=CC1